C1(CC1)C(=O)NC1=CC(=C(N=N1)C(=O)NC([2H])([2H])[2H])NC1=C(C(=CC=C1)C1=NC=C(C=C1)C(N(C)C)=O)OC 6-(cyclopropanecarboxamido)-4-((3-(5-(dimethylcarbamoyl)pyridin-2-yl)-2-methoxyphenyl)amino)-N-(methyl-d3)pyridazine-3-carboxamide